CN(C(CCCCCCCCCCCCC)=O)C N,N-Dimethyl-myristamide